C(=O)NC/C=C/P(O)(O)=O (E)-(3-(formylamino)-1-propenyl)phosphonic acid